2-(2,2-difluoroethoxy)-6-(difluoromethyl)-3H-imidazo[2,1-f][1,2,4]triazin-4-one FC(COC1=NN2C(C(N1)=O)=NC(=C2)C(F)F)F